ClC1=C2OCC=3C=CC=C(C[C@@H]4N(C(NCC(C=C1)=N2)=O)CC([C@@H]4NS(=O)(=O)C)(F)F)C3F N-[(16aS,17R)-7-chloro-18,18,21-trifluoro-1-oxo-2,3,16a,17,18,19-hexahydro-1H,10H,16H-4,8-(azeno)-15,11-(metheno)pyrrolo[1,2-j][1,8,10]oxadiazacyclooctadecin-17-yl]methanesulfonamide